NC1=C(SC=2N=C(SC21)C)C(=O)NC2CC=1C=C(C(=NC1CC2)N2CC(C(C2)OC)N)F 6-amino-N-[2-(3-amino-4-methoxypyrrolidin-1-yl)-3-fluoro-5,6,7,8-tetrahydroquinolin-6-yl]-2-methylthieno[2,3-d][1,3]thiazole-5-carboxamide